C(#N)C(C(=O)N(CC)CC)=C(NC)C1=CC(=C(C(=C1)[N+](=O)[O-])O)O 2-cyano-3-(3,4-dihydroxy-5-nitrophenyl)-N,N-diethyl-3-(methylamino)acrylamide